CCCCCCCCCCCCCCCCCCCCCC(=O)OC[C@H](COP(=O)(O)OC[C@H](CO)O)OC(=O)CCC/C=C\C/C=C\C/C=C\C/C=C\CCCCC 1-docosanoyl-2-(5Z,8Z,11Z,14Z-eicosatetraenoyl)-glycero-3-phospho-(1'-sn-glycerol)